1-decyloxy-2,3-epoxypropane C(CCCCCCCCC)OCC1CO1